tert-Butyl 1-oxa-4,8-diazaspiro[5.5]undecane-4-carboxylate O1CCN(CC12CNCCC2)C(=O)OC(C)(C)C